COC1=CC=C(C=C1)C(C#N)=NOS(=O)(=O)C1=CC=C(C=C1)C 2-(4-methoxyphenyl)([((4-methylphenyl)sulfonyl)oxy]imino)acetonitrile